sodium (4-{(S)-2-[(S)-2-(methoxycarbonylamino)-3-phenylpropan-amido]-2-(2-(thiophen-2-yl)thiazol-4-yl)ethyl}phenyl)-sulfamate COC(=O)N[C@H](C(=O)N[C@@H](CC1=CC=C(C=C1)NS([O-])(=O)=O)C=1N=C(SC1)C=1SC=CC1)CC1=CC=CC=C1.[Na+]